bis-(2,2'-bipyridine) ruthenium (II) difluorophosphate P(=O)([O-])(F)F.[Ru+2].N1=C(C=CC=C1)C1=NC=CC=C1.N1=C(C=CC=C1)C1=NC=CC=C1.P(=O)([O-])(F)F